OC1=C(C(=CC(=C1)C)C)C1=CC=C(N=N1)N1[C@H]2[C@H](CCC1)CN(C2)C(=O)OC(C)(C)C |r| tert-butyl rac-(4aR,7aS)-1-[6-(2-hydroxy-4,6-dimethyl-phenyl)pyridazin-3-yl]-3,4,4a,5,7,7a-hexahydro-2H-pyrrolo[3,4-b]pyridine-6-carboxylate